OC1=C(C=C(C(=C1C)O)C)C=CC(=O)O 3-(2,4-dihydroxy-3,5-dimethylphenyl)prop-2-enoic Acid